N-(4-(7-methoxy-1,9-dimethyl-9H-pyrido[3,4-b]indol-6-yl)phenyl)propionamide tert-butyl-(S)-(1-(5-aminopyridin-3-yl)but-3-yn-1-yl)carbamate C(C)(C)(C)N(C(O)=O)[C@@H](CC#C)C=1C=NC=C(C1)N.COC1=C(C=C2C3=C(N(C2=C1)C)C(=NC=C3)C)C3=CC=C(C=C3)NC(CC)=O